2-(S)-azidopropionic acid N(=[N+]=[N-])[C@H](C(=O)O)C